FC1=C(COC2=CC=C3CCN(CC3=C2)C(=O)OC(C)(C)C)C(=CC=C1)F t-butyl 7-((2,6-difluorobenzyl) oxy)-3,4-dihydroisoquinoline-2(1H)-carboxylate